(4-benzhydrylpiperazin-1-yl)(5-methoxypyridin-3-yl)methanone C(C1=CC=CC=C1)(C1=CC=CC=C1)N1CCN(CC1)C(=O)C=1C=NC=C(C1)OC